2-(3-chloro-4-nitrophenoxy)ethylcarbamic acid tert-butyl ester C(C)(C)(C)OC(NCCOC1=CC(=C(C=C1)[N+](=O)[O-])Cl)=O